(S)-N-(4-carbamimidoylbenzyl)-1-((2R,4S)-1-methyl-4-phenylpiperidine-2-carbonyl)azetidine-2-carboxamide bistrifluoroacetate FC(C(=O)O)(F)F.FC(C(=O)O)(F)F.C(N)(=N)C1=CC=C(CNC(=O)[C@H]2N(CC2)C(=O)[C@@H]2N(CC[C@@H](C2)C2=CC=CC=C2)C)C=C1